4-butyl-3-(4-fluorophenyl)-5-methyl-N-(4-(morpholinylmethyl)benzyl)-1-phenyl-4,5-dihydro-1H-pyrazole-5-carboxamide C(CCC)C1C(=NN(C1(C(=O)NCC1=CC=C(C=C1)CN1CCOCC1)C)C1=CC=CC=C1)C1=CC=C(C=C1)F